ClC=1C=C(C=CC1)[C@H](C)N1N=C(C=C1C(=O)NC1CC2(C1)CC(C2)O)C(=O)NC (S)-1-(1-(3-Chlorophenyl)ethyl)-N5-(6-hydroxyspiro[3.3]heptan-2-yl)-N3-methyl-1H-pyrazole-3,5-dicarboxamide